methyl (2S)-2-[(2S)-2-[(4-tert-butylphenyl)formamido]-3-phenylpropanamido]propanoate C(C)(C)(C)C1=CC=C(C=C1)C(=O)N[C@H](C(=O)N[C@H](C(=O)OC)C)CC1=CC=CC=C1